CC1C(CC1)C=1N=C(C2=C(N1)CCC2)C2=CC=C(C(=O)N)C=C2 4-(2-(2-methylcyclobutyl)-6,7-dihydro-5H-cyclopenta[d]pyrimidin-4-yl)benzamide